FC1=CN=C2C[C@H](CNC2=C1)[C@@H](C1=CC=CC=C1)NC[C@@H](C)C=1C=CC(=C(C1)CC(=O)O)C |o1:11| 2-(5-((S)-1-(((S or R)-((R)-7-fluoro-1,2,3,4-tetrahydro-1,5-naphthyridin-3-yl)(phenyl)methyl)amino)propan-2-yl)-2-methylphenyl)acetic acid